3-cyclopropyl-4-(difluoromethyl)-2-oxopyrrolidine-3-carbonitrile C1(CC1)C1(C(NCC1C(F)F)=O)C#N